N-(1-((6-fluoropyridin-3-yl)amino)-2,3-dihydro-1H-inden-5-yl)acrylamide FC1=CC=C(C=N1)NC1CCC2=CC(=CC=C12)NC(C=C)=O